4-(4-morpholinophenyl)-1-butanone O1CCN(CC1)C1=CC=C(C=C1)CCCC=O